(2Z)-3-(1H-pyrazol-5-yl)prop-2-enoic acid ethyl ester C(C)OC(\C=C/C1=CC=NN1)=O